3-(5-(3-(4-((((1s,3s)-adamantan-1-yl)amino)methyl)piperazin-1-yl)propyl)-2-methyl-4-Oxoquinazolin-3(4H)-yl)piperidine-2,6-dione C12(CC3CC(CC(C1)C3)C2)NCN2CCN(CC2)CCCC2=C3C(N(C(=NC3=CC=C2)C)C2C(NC(CC2)=O)=O)=O